S1C=NC2=C1C=C(C=C2)\C=C\2/N=C(NC2=O)NCC2=C(C=CC=C2)C(F)(F)F (4Z)-4-(1,3-benzothiazol-6-ylmethylene)-2-[[2-(trifluoromethyl)phenyl]methylamino]-1H-imidazol-5-one